tert-butyl ((4-bromo-1-methyl-1H-pyrazol-3-yl)methyl)(isopropyl)carbamate BrC=1C(=NN(C1)C)CN(C(OC(C)(C)C)=O)C(C)C